CNC=1N=C(C(=NC1C=1C2=C(C=NC1)N(C=N2)C)C(=O)N)NC2=CC=C(C=C2)N2CC1(COC1)C2 5-(methylamino)-6-(3-methylimidazo[4,5-c]pyridin-7-yl)-3-[4-(2-oxa-6-azaspiro[3.3]hept-6-yl)anilino]pyrazine-2-carboxamide